benzyl (S)-2-(((benzyloxy) carbonyl) (methyl) amino)-4-(ethylthio)-4-oxobutanoate C(C1=CC=CC=C1)OC(=O)N([C@H](C(=O)OCC1=CC=CC=C1)CC(=O)SCC)C